OCC1CCN(CC1)C1=CC=C2C=NN(C2=C1)CCOC 6-(4-(hydroxymethyl)piperidin-1-yl)-1-(2-methoxyethyl)-1H-indazol